BrC1=CC(=C(C=C1)N1C(OCCC1)=O)F 3-(4-bromo-2-fluorophenyl)-1,3-oxazinan-2-one